FC=1C=C(OC2=CC=C(C=C2)C2=NC=C3N2C(=NC=C3)N)C=CC1 3-(4-(3-fluorophenoxy)phenyl)imidazo[1,5-c]pyrimidin-5-amine